C(C)OC(\C=C\C=C/CCCCC)=O Ethyl-2-trans-4-cis-decadienoat